[Ba].[Ca].[Si].[Al] aluminum silicon-calcium-barium